COC(=O)[C@H]1C[C@H](CC1)N=C(C1=CC=CC=C1)C1=CC=CC=C1 (1R,3S)-3-((diphenylmethylene)amino)cyclopentane-1-carboxylic acid methyl ester